ClC=1C=C(C(=C(C#N)C1)F)OC1=C(N=CN(C1=O)CC1=CC=C(C=C1)OC)C(C)F 5-chloro-2-fluoro-3-((4-(1-fluoroethyl)-1-(4-methoxybenzyl)-6-oxo-1,6-dihydropyrimidin-5-yl)oxy)benzonitrile